NCC1C2(CN(C2)C(=O)OC(C)(C)C)CC1 tert-butyl 5-(aminomethyl)-2-azaspiro[3.3]heptane-2-carboxylate